CN(C(OC(C)(C)C)=O)CC(=O)NC(C)(C#CC)C tert-butyl methyl(2-((2-methylpent-3-yn-2-yl)amino)-2-oxoethyl)carbamate